2-(9H-carbazol-2-yl)-N-(3-methylbenzyl)acetamide C1=C(C=CC=2C3=CC=CC=C3NC12)CC(=O)NCC1=CC(=CC=C1)C